(1S,4aS,4bR,7S,8aR,10aR)-7-Ethenyltetradecahydro-8a-hydroxy-1,4a,7-trimethyl-1-phenanthrenemethanol C(=C)[C@]1(CC[C@@H]2[C@]3(CCC[C@@]([C@@H]3CC[C@]2(C1)O)(CO)C)C)C